DIMETHYLANTHRANILATE (methyl 2-(methylamino)benzoate) CC=1C(=C(C(=O)O)C=CC1)NC.CN(C=1C(C(=O)O)=CC=CC1)C